ClC=1N=C(C2=C(N1)C(=C(N=C2)Cl)F)N2[C@@H]1[C@H]([C@@H]1COCC2)F (1S,7S,8S)-2-(2,7-dichloro-8-fluoropyrido[4,3-d]pyrimidin-4-yl)-8-fluoro-5-oxa-2-azabicyclo[5.1.0]octane